2-[(4S)-2,2,4-trimethylpyrrolidine-1-yl]Pyridine-3-carboxamide CC1(N(C[C@H](C1)C)C1=NC=CC=C1C(=O)N)C